OC=1C(C(=CN2CC3N(C(C21)=O)C(C(O3)C3=CC=CC=C3)COC)C(=O)N)=O 6-hydroxy-3-[(methyloxy)methyl]-5,7-dioxo-2-phenyl-2,3,5,7,11,11a-hexahydro[1,3]oxazolo[3,2-a]pyrido[1,2-d]pyrazine-8-carboxamide